Methyl 7-bromo-5-chlorobenzofuran-2-carboxylate BrC1=CC(=CC=2C=C(OC21)C(=O)OC)Cl